FC1(CC1)C=1C=NC(=NC1)N1CCN(CC1)C(CCOC[C@H](C)NC1=C(C(NN=C1)=O)C(F)(F)F)=O (S)-5-((1-(3-(4-(5-(1-fluorocyclopropyl)pyrimidin-2-yl)piperazin-1-yl)-3-oxopropoxy)propan-2-yl)amino)-4-(trifluoromethyl)pyridazin-3(2H)-one